NC1=NC2=CC(=CC=C2C=N1)C=1C=C(C=C(C1)Cl)NC(C=C)=O N-[3-(2-aminoquinazolin-7-yl)-5-chlorophenyl]prop-2-enamide